4-hydroxy-4-carboxypiperidine OC1(CCNCC1)C(=O)O